(1S,4S,SR)-5-{[4-cyclopropyl-1-(2,6-dichlorophenyl)-1H-1,2,3-triazol-5-yl]methoxyl-2-azabicyclo[2.2.1]heptan-2-yl}benzoic acid C1(CC1)C=1N=NN(C1CO[C@@]12N(C[C@@H](CC1)C2)C=2C=CC=C(C(=O)O)C2)C2=C(C=CC=C2Cl)Cl